C(CC(=O)O)(=O)O.C(C1=CC=CC=C1)C Benzylmethane malonate